FC(C(=O)[O-])(F)F.ClC1=C(C(=O)N(C)CCC2CC[N+](CC2)(C)C)C=CC(=C1)NC=1C=2N(C=CN1)C(=CN2)C2=C(C(=C(C=C2)OCC#N)F)F 2-Chloro-4-[[3-[4-(cyanomethoxy)-2,3-difluoro-phenyl]imidazo[1,2-a]pyrazin-8-yl]amino]-N-[2-(1,1-dimethylpiperidin-1-ium-4-yl)ethyl]-N-methyl-benzamide 2,2,2-trifluoroacetate